4-(2-{5-[(3R,5R)-3-amino-5-fluoropiperidine-1-carbonyl]-7-methoxy-1-methyl-1H-1,3-benzodiazol-2-yl}-1-(cyclopropylmethyl)-1H-pyrrolo[2,3-b]pyridin-6-yl)-2-chlorobenzamide N[C@H]1CN(C[C@@H](C1)F)C(=O)C1=CC2=C(N(C(=N2)C2=CC=3C(=NC(=CC3)C3=CC(=C(C(=O)N)C=C3)Cl)N2CC2CC2)C)C(=C1)OC